FC(N1N=CC(=C1)C=O)(F)F 1-(trifluoro-methyl)pyrazol-4-carbaldehyde